tris{2,4-di-tert-butylphenyl} phosphite P(OC1=C(C=C(C=C1)C(C)(C)C)C(C)(C)C)(OC1=C(C=C(C=C1)C(C)(C)C)C(C)(C)C)OC1=C(C=C(C=C1)C(C)(C)C)C(C)(C)C